5,6-difluoroisatin FC=1C=C2C(C(NC2=CC1F)=O)=O